C(CCC(C)C)OP(O)(=O)CCC(=O)NO (3-(hydroxyamino)-3-oxo-propyl)phosphonic acid isohexyl ester